C(=O)C=1C=C(OCCN(C(OC(C)(C)C)=O)C)C=CC1OC tert-butyl (2-(3-formyl-4-methoxyphenoxy)ethyl)(methyl)carbamate